C(CCCCCCCCCCC)N(CCNC(CC[C@@H](C)[C@H]1CC[C@H]2[C@@H]3CCC4C[C@@H](CC[C@@]4([C@H]3CC[C@]12C)C)O)=O)CCCCCCCCCCCC (4R)-N-(2-(didodecylamino)ethyl)-4-((3R,8R,9S,10S,13R,14S,17R)-3-hydroxy-10,13-dimethylhexadecahydro-1H-cyclopenta[a]phenanthren-17-yl)pentanamide